ClC1=CC2=C(N=C(S2)N2CCN(CCC2)C2=C(C=NC3=CC(=C(C=C23)OC)OC)S(=O)(=O)C2=CC=C(C=C2)OC)C=C1 6-chloro-2-(4-(6,7-dimethoxy-3-((4-methoxyphenyl)sulfonyl)quinolin-4-yl)-1,4-diazepan-1-yl)benzo[d]thiazole